COC1=C(C=C(C=C1)C(CC(CC)=O)=O)C(F)(F)F (4-methoxy-3-(trifluoromethyl)phenyl)pentane-1,3-dione